COC(C1=CC(=CC=C1)C(F)(F)F)OC 1-(dimethoxymethyl)-3-(trifluoromethyl)benzene